Ethyl 2-((4-((R)-4-(3-chlorophenyl)-3-methylpiperazine-1-carbonyl)-2,6-difluorophenyl)sulfinyl)acetate ClC=1C=C(C=CC1)N1[C@@H](CN(CC1)C(=O)C1=CC(=C(C(=C1)F)S(=O)CC(=O)OCC)F)C